FC1=CC=C(C=C1)C#CC=1C=C(C=CC1C1=CC=NC=C1)NC(N)=O 3-(3-((4-fluorophenyl)ethynyl)-4-(pyridin-4-yl)phenyl)urea